FC(C(=O)O)(F)F.FC(C(=O)O)(F)F.FC(C(=O)O)(F)F.FC1CC(C1)NC=1N=CC2=C(N(C(C=3C=C(C=CC23)N2CC3(COC3)C2)=O)[C@@H]2CC[C@H](CC2)O)N1 trans-3-((3-Fluorocyclobutyl)amino)-5-(4-hydroxycyclohexyl)-8-(2-oxa-6-azaspiro[3.3]heptan-6-yl)pyrimido[4,5-c]isoquinolin-6(5H)-one TrisTrifluoroacetic Acid Salt